tert-butyl {(1S,3R)-3-[(2-nitrobenzene-1-sulfonyl)amino]cyclopentyl}carbamate [N+](=O)([O-])C1=C(C=CC=C1)S(=O)(=O)N[C@H]1C[C@H](CC1)NC(OC(C)(C)C)=O